FC(N1C2=C(C=3C=CC(=CC13)C=1C=CC(=NC1)OC1CC(C1)OC=1C=CC(=NC1)C#CCOC=1C=C3CN(C(C3=CC1)=O)C1C(NC(CC1)=O)=O)C=NC=C2)F 3-(5-((3-(5-((1r,3r)-3-((5-(5-(difluoromethyl)-5H-pyrido[4,3-b]indol-7-yl)pyridin-2-yl)oxy)cyclobutoxy)pyridin-2-yl)prop-2-yn-1-yl)oxy)-1-oxoisoindolin-2-yl)piperidine-2,6-dione